C(C)(C)N1C(C=2N=CN=CC2C1)=O 6-isopropyl-5,6-dihydro-7H-pyrrolo[3,4-d]pyrimidin-7-one